(±)-(trans)-N-[8-chloro-6-(4-methyl-3-pyridyl)-7-(trifluoromethyl)-3-isoquinolyl]-2-cyano-cyclopropanecarboxamide ClC=1C(=C(C=C2C=C(N=CC12)NC(=O)[C@H]1[C@@H](C1)C#N)C=1C=NC=CC1C)C(F)(F)F |r|